[Cu].N1(CCCCCC1)CC(=O)N(C)C1=C(C=CC=C1C)C 2-(azepan-1-yl)-N-(2,6-dimethylphenyl)-N-methyl-acetamide Copper